BrC1=CC(=C(O[C@@H](C(C)C)C=2N=NNN2)C=C1)F 5-[(1S)-1-(4-bromo-2-fluorophenoxy)-2-methylpropyl]-2H-1,2,3,4-tetrazole